(2S,3S)-2-amino-3-methyl-4-(o-tolyl)butanoic acid N[C@H](C(=O)O)[C@H](CC1=C(C=CC=C1)C)C